11-(2-(diethylamino)ethyl)-7,15-dioxo-6,8,14,16-tetraoxa-11-azahenicosandioate C(C)N(CCN(CCOC(OCCCCC(=O)[O-])=O)CCOC(OCCCCC(=O)[O-])=O)CC